BrC1=C(CC(C(=O)OC)(C=C1)OC)OC Methyl 4-bromo-1,3-dimethoxybenzoate